Cl.FC=1C=C(C=CC1)\C=C/1\C(N\C(\C(N1)=O)=C/C=1N=C(NC1C(C)C)C(CC)C1NCCOC1)=O (3Z,6Z)-3-(3-Fluorophenyl)methylene-6-((5-isopropyl-1-(3-morpholinyl)propylimidazol-4-yl)methylene)piperazine-2,5-dione, hydrochloride